C(C)(C)(C)OC(=O)N1CCC(CC1)C1=NC=CC=N1 4-(pyrimidin-2-yl)piperidine-1-carboxylic acid tert-butyl ester